methyl 2-[1-[2-(4,4-dimethyl-1-piperidyl)-6-methyl-4-oxo-chromen-8-yl]ethylamino]-5-(4,4,5,5-tetramethyl-1,3,2-dioxaborolan-2-yl)benzoate CC1(CCN(CC1)C=1OC2=C(C=C(C=C2C(C1)=O)C)C(C)NC1=C(C(=O)OC)C=C(C=C1)B1OC(C(O1)(C)C)(C)C)C